C(C)OC1=C(C(=O)O)C(=CC(=C1)CC(=O)N[C@@H](CC(C)C)C1=C(C=CC=C1)N1CCCCC1)O (S)-2-Ethoxy-6-hydroxy-4-(2-((3-methyl-1-(2-(piperidin-1-yl)phenyl)butyl)amino)-2-oxoethyl)benzoic acid